2,3,6,7-tetrabromo-5,8-dihydroxy-1,4-naphthalenedione BrC=1C(C2=C(C(=C(C(=C2C(C1Br)=O)O)Br)Br)O)=O